N[C@@H](CCO)C (R)-3-aminobutanol